Magnesium N-Acetyltaurinat C(C)(=O)NCCS(=O)(=O)[O-].[Mg+2].C(C)(=O)NCCS(=O)(=O)[O-]